NCC=1C=C(C=CC1)C=1C=C(C2=C(C(=C(O2)C(F)F)COC2=C(C=CC(=C2)OC)CC(=O)O)C1)C1CC1 2-(2-((5-(3-(aminomethyl)phenyl)-7-cyclopropyl-2-(difluoromethyl)benzofuran-3-yl)methoxy)-4-methoxyphenyl)acetic acid